CC(CN1N=CC(=C1)C1=NC=C(C=C1)C)(C)C [1-(2,2-dimethylpropyl)pyrazol-4-yl]-5-methylpyridin